dimethoxyquinoline 1-oxide COC=1C(=[N+](C2=CC=CC=C2C1)[O-])OC